ClC=1C=CC=2C(C3=CC=CC=C3C(C2C1)(C)C)=O 3-chloro-10,10-dimethyl-anthrone